ethyl 2-(5-amino-3-(3,4-difluorophenyl)-4-(4-sulfamoylbenzyl)-1H-pyrazol-1-yl)thiazole-4-carboxylate NC1=C(C(=NN1C=1SC=C(N1)C(=O)OCC)C1=CC(=C(C=C1)F)F)CC1=CC=C(C=C1)S(N)(=O)=O